CC1=C2COC(=O)C2=C(C(=C1OC)C/C=C(\C)/CCC(=O)O)O 6-(1,3-dihydro-7-hydroxy-5-methoxy-4-methyl-1-oxoisobenzofuran-6-yl)-4-methyl-4-hexanoic acid